1-[(4-methoxyphenyl)methyl]methane COC1=CC=C(C=C1)CC